C(N)(OC1(CCCCC1)C)=O 1-methylcyclohexyl carbamate